[Hg]=O.[Zn] Zinc-mercury oxide